((1-(cyclopropylamino)-4-methylcyclohexyl)methyl)-4-((2-fluorophenyl)ethynyl)benzamide C1(CC1)NC1(CCC(CC1)C)CC1=C(C(=O)N)C=CC(=C1)C#CC1=C(C=CC=C1)F